F[C@H]1CN(CC[C@H]1NC1=CC=CC=2N1N=C(C2SC(F)(F)F)C#CCNC=2C(=CC(=NC2)C(=O)NC)OC)C 5-{[3-(7-{[(3S,4R)-3-fluoro-1-methylpiperidin-4-yl]amino}-3-[(trifluoromethyl)sulfanyl]pyrazolo[1,5-a]pyridin-2-yl)prop-2-yn-1-yl]amino}-4-methoxy-N-methylpyridine-2-carboxamide